4-(4-(3-(4-methoxyphenyl)-1,2,4-oxadiazol-5-yl)piperazine-1-carbonyl)piperazin COC1=CC=C(C=C1)C1=NOC(=N1)N1CCN(CC1)C(=O)N1CCNCC1